(4-(8-fluoro-1-methyl-1,2,3,5-tetrahydro-4H-benzo[e][1,4]diazepin-4-yl)-2,6-dimethylphenyl)-3,3-dimethylbutyramide FC=1C=CC2=C(N(CCN(C2)C2=CC(=C(C(=C2)C)C(C(=O)N)C(C)(C)C)C)C)C1